2-(3-bromo-4-methylphenyl)hydrazine-1-carboxylic acid tert-butyl ester C(C)(C)(C)OC(=O)NNC1=CC(=C(C=C1)C)Br